C(CCC)OC1=CC(=C(C=C1OC)CC(C)N)OC 1-(4-butoxy-2,5-dimethoxyphenyl)propan-2-amine